{5H,6H,7H,8H-imidazo[1,5-a]pyrazine-7-carbonyl}-6-methyl-N-(1-methylcyclopropyl)furo[2,3-d]pyrimidin-4-amine C=1N=CN2C1CN(CC2)C(=O)C=2N=C(C1=C(N2)OC(=C1)C)NC1(CC1)C